N[C@H]1CCC[C@@H](C(NC=2C=NN(C2C=2C=CN=C1C2)C)=O)C(C)C (9R,13S)-13-amino-3-methyl-9-(propan-2-yl)-3,4,7,15-tetraazatricyclo[12.3.1.02,6]octadeca-1(18),2(6),4,14,16-pentaen-8-one